C(C)OS(=O)(=O)[O-].C(CCC)N1C=[N+](C=C1)C 1-butyl-3-methylimidazolium ethylsulfate